C1=CC(=CC=2OC3=C(OC21)C=CC=C3)NC3=CC=C(C=C3)C(C)(C)C dibenzo-1,4-dioxane-3-yl-4-tert-butyl-aniline